C(C)C1=CC=C(C=C1)N1N=CN(C1=O)CC1=CC(=C(OC(C(=O)O)(C)C)C(=C1)C)C 2-(4-((1-(4-ethylphenyl)-5-oxo-1,5-dihydro-4H-1,2,4-triazol-4-yl)methyl)-2,6-dimethylphenoxy)-2-methylpropanoic acid